FC(S(=O)(=O)OC=1C=CC2=C(SCCCC2=O)C1)(F)F 5-oxo-2,3,4,5-tetrahydrobenzo[b]thiepine-8-yl trifluoromethanesulfonate